2-(tert.-Butyl)phenol C(C)(C)(C)C1=C(C=CC=C1)O